ClC1=CC=C(C(=N1)C(=O)O)N[C@H](C)C1=CC(=CC=2C(N3C(=NC12)[C@@]1(CC3)CC(CC1)(F)F)=O)Cl 6-chloro-3-(((R)-1-((S)-7'-chloro-3,3-difluoro-9'-oxo-1',2'-dihydro-9'H-spiro[cyclopentane-1,3'-pyrrolo[2,1-b]quinazolin]-5'-yl)ethyl)amino)picolinic acid